COC[C@@H]1C[C@@H]([C@@H](N1C(=O)OCC1=CC=CC=C1)CO[Si](CC)(CC)CC)N(C(C(F)(F)F)=O)CC1=CC=C(C=C1)OC Benzyl (2R,3S,5S)-5-(methoxymethyl)-2-(((triethylsilyl)oxy)methyl)-3-(2,2,2-trifluoro-N-(4-methoxybenzyl)acetamido)pyrrolidine-1-carboxylate